C(C)(C)OC1CC(C1)(C1=NN=CN1C)C=1C=C(C=CC1)N1C(C2=CC(=CC(=C2C1)C(F)(F)F)CNC1(CCC1)C)=O 2-(3-((1s,3s)-3-isopropoxy-1-(4-methyl-4H-1,2,4-triazol-3-yl)cyclobutyl)phenyl)-6-(((1-methylcyclobutyl)amino)methyl)-4-(trifluoromethyl)isoindolin-1-one